1,2-Bis(2,4,6-tribromophenoxy)ethan BrC1=C(OCCOC2=C(C=C(C=C2Br)Br)Br)C(=CC(=C1)Br)Br